1-(4-fluoro-2-hydroxy-6-methoxyphenyl)ethan-1-one FC1=CC(=C(C(=C1)OC)C(C)=O)O